3-((3-chloro-5-(trifluoromethyl)pyridin-2-yl)methyl)-2-ethyl-5,7-difluoronaphthalene-1,4-dione ClC=1C(=NC=C(C1)C(F)(F)F)CC1=C(C(C2=CC(=CC(=C2C1=O)F)F)=O)CC